CN(C1CC(N(C1)C(=O)[O-])C(=O)[O-])C 4-(Dimethylamino)Pyrrolidine-1,2-Dicarboxylate